N-[3,5-difluoro-4-[([3-methyl-1H-pyrazolo[3,4-b]pyridin-5-yl]oxy)methyl]pyridin-2-yl]-5-fluoro-2-methoxypyridine-3-sulfonamide FC=1C(=NC=C(C1COC=1C=C2C(=NC1)NN=C2C)F)NS(=O)(=O)C=2C(=NC=C(C2)F)OC